C(C1=CC=CC=C1)OC1=NC=NC2=C(C3=C(C=C12)C=CC=C3)C(F)(F)F 4-(benzyloxy)-10-(trifluoromethyl)benzo[g]quinazoline